5-amino-1-(3-hydroxy-2,6-dimethylphenyl)-2-(5-methylisoindoline-2-carbonyl)-1H-imidazole-4-carbonitrile NC1=C(N=C(N1C1=C(C(=CC=C1C)O)C)C(=O)N1CC2=CC=C(C=C2C1)C)C#N